NCCCN[C@@H](CCCNCCCN)C(=O)NCC(=O)NCC(=O)NC(CCCCCCCCCCCCCCCCC)CCCCCCCCCCCCCCCCC N2,N5-Bis(3-aminopropyl)-L-ornithyl-glycyl-N-(1-heptadecyloctadecyl)-glycinamide